2-(3,4-difluorophenyl)-2-methyl-4-acetoxy-5-amino-3(2H)-furanone FC=1C=C(C=CC1F)C1(OC(=C(C1=O)OC(C)=O)N)C